FC1=CC(=C(C=C1C(=O)OO)F)F 2,4,5-trifluoroperbenzoic acid